OCC1N(CCCC1O)CC1=CC(=C(C=C1)\C=C\C=1C(=C(C=CC1)C1=CC=CC=C1)C)C (E)-2-hydroxymethyl-1-(3-methyl-4-(2-(2-methylbiphenyl-3-yl)vinyl)benzyl)piperidin-3-ol